tert-Butyl N-[(3S)-1-{8-fluoro-6-[5-(methylcarbamoyl)-1H-pyrrolo[2,3-b]pyridin-3-yl]quinolin-4-yl}piperidin-3-yl]carbamate FC=1C=C(C=C2C(=CC=NC12)N1C[C@H](CCC1)NC(OC(C)(C)C)=O)C1=CNC2=NC=C(C=C21)C(NC)=O